NC=1N=NC(=CC1C1=CC=C(C=C1)C1=NOC(=C1)C(C(=O)N1[C@@H](C[C@H](C1)O)C(=O)N[C@@H](C)C1=CC=C(C=C1)C1=C(N=CS1)C)C(C)C)C1=C(C=CC=C1)O (2S,4R)-1-(2-(3-(4-(3-amino-6-(2-hydroxyphenyl)pyridazin-4-yl)phenyl)isoxazol-5-yl)-3-methylbutanoyl)-4-hydroxy-N-((S)-1-(4-(4-methylthiazol-5-yl)phenyl)ethyl)pyrrolidine-2-carboxamide